C(C1=CC=CC=C1)OC=1C2=C(N=C(N1)SC)C(=C(N=C2Cl)Cl)F 4-(benzyloxy)-5,7-dichloro-8-fluoro-2-(methylthio)pyrido[4,3-d]pyrimidine